CC=1N=C2N(N=C(C=C2C)C=2N=C3N(C(C2)=O)C=C(S3)[C@@H]3CCNC2(CC2)C3)C1 7-(2,8-Dimethylimidazo[1,2-b]pyridazin-6-yl)-2-[(7R)-4-azaspiro[2.5]octan-7-yl]thiazolo[3,2-a]pyrimidin-5-on